O[C@@H]1CN(CC[C@H]1NC1=NN2C(C=N1)=C(N=C2CC(C)C)C)C(=O)OC(C)(C)C tert-butyl (3R,4R)-3-hydroxy-4-{[5-methyl-7-(2-methylpropyl)imidazo[4,3-f][1,2,4]triazin-2-yl]amino}piperidine-1-carboxylate